(2,4,6-trioxa-1,3,5-triazine-1,3,5(2H,4H,6H)-triyl) triethylene tris[3-(3,5-di-tert-butyl-4-hydroxyphenyl) propionate] C(C)(C)(C)C=1C=C(C=C(C1O)C(C)(C)C)CCC(=O)O.C(C)(C)(C)C=1C=C(C=C(C1O)C(C)(C)C)CCC(=O)O.C(C)(C)(C)C=1C=C(C=C(C1O)C(C)(C)C)CCC(=O)O.N1(ON(ON(O1)C=C)C=C)C=C